C(C)(C)OC1=C2N=CN(C2=NC=N1)[C@@H]1O[C@@H]([C@@H]2[C@H]1OC(O2)(C)C)COCP(OCC)(OCC)=O diethyl ((((3aR,4R,6R,6aR)-6-(6-isopropoxy-9H-purin-9-yl)-2,2-dimethyltetrahydrofuro[3,4-d][1,3]dioxol-4-yl)methoxy)methyl)phosphonate